12-(Oxacyclopent-3-yl)-12-azatricyclo[6.3.1.02,7]dodeca-2,4,6-trien hydrochloride Cl.O1CC(CC1)N1C2C3=CC=CC=C3C1CCC2